3-[(1S,5R)-3-(3-amino-6-chloro-pyridazin-4-yl)-3,8-diazabicyclo[3.2.1]octan-8-yl]phenol NC=1N=NC(=CC1N1C[C@@H]2CC[C@H](C1)N2C=2C=C(C=CC2)O)Cl